sodium (S)-(4-(3-(4,4-difluorocyclohexyl)-6,7-difluoro-2-oxoindolin-3-yl) phenyl) boroate B(OC1=CC=C(C=C1)[C@@]1(C(NC2=C(C(=CC=C12)F)F)=O)C1CCC(CC1)(F)F)([O-])[O-].[Na+].[Na+]